C(N)(OC(CCCOCCOCCOCCOCCN)(C)C)=O [2-(2-{2-[2-(2-amino-ethoxy)-ethoxy]-ethoxy}-ethoxy)-ethyl]-tert-butyl carbamate